O[C@H](C)C1=C(C(=O)N)C=CC=C1 ((R)-1-hydroxyethyl)benzamide